C[SiH2]C(OC)(OC)OC methyltrimethoxymethyl-silane